FC=1C(=C(C(N(C1C)C1=CC=C(C=C1)F)=O)C(=O)OCC)C Ethyl 5-fluoro-1-(4-fluorophenyl)-4,6-dimethyl-2-oxo-1,2-dihydropyridine-3-carboxylate